CN1N=CC(=C1)C1=CC=2N(C(=N1)O[C@H]1CCN(CCC1)C(C#C)=O)C=CN2 |o1:13| (R)- or (S)-1-(4-((7-(1-methyl-1H-pyrazol-4-yl)imidazo[1,2-c]pyrimidin-5-yl)oxy)azepan-1-yl)prop-2-yn-1-one